(((5-(3-(4-fluorophenoxy) azetidine-1-carbonyl)-7H-pyrrolo[2,3-d]pyrimidin-4-yl) amino) methyl) piperidine-1-carboxylate N1(CCCCC1)C(=O)OCNC=1C2=C(N=CN1)NC=C2C(=O)N2CC(C2)OC2=CC=C(C=C2)F